6-butyl-4-(2-chlorophenyl)-9-hydroxypyrrolo[3,4-c]carbazole C(CCC)N1C=2C=CC(=CC2C=2C=3C(C(=CC12)C1=C(C=CC=C1)Cl)=CNC3)O